[4-(4-fluorophenyl)-7-hydroxy-3-isopropyl-2-quinolinyl]azetidine-3-carboxylic acid FC1=CC=C(C=C1)C1=C(C(=NC2=CC(=CC=C12)O)N1CC(C1)C(=O)O)C(C)C